FC([C@H]1N(C(CN(C1)C)=C=O)C=1N=C2N(CCOC3=C2C=CC(=C3)N[C@H](C(=O)N)COC)C1)F (S)-2-((2-((S)-2-(difluoromethyl)-4-methyl-6-carbonylpiperazin-1-yl)-5,6-dihydrobenzo[f]imidazo[1,2-d][1,4]oxazepin-9-yl)amino)-3-methoxypropionamide